FC1=C(C(=CC(=C1)[N+](=O)[O-])F)N1C(CCC1)=O 1-(2,6-difluoro-4-nitrophenyl)pyrrolidin-2-one